ClC1=CC(=C(C=C1)C1=CN=C(N=N1)SC)OCOC 6-[4-chloro-2-(methoxymethoxy)phenyl]-3-methylsulfanyl-1,2,4-triazine